CCCCCC1=CC(=C(C(=C1)O)[C@@H]2C=C(CC[C@H]2C(=C)C)C)O (-)-trans-2-p-mentha-1,8-dien-3-yl-5-pentylresorcinol